4-(benzofuranylthio)cyclohexanone O1C(=CC2=C1C=CC=C2)SC2CCC(CC2)=O